N[C@H](C(=O)O)CCS(=O)(=N)CCC(C(F)(F)F)(O)C=1SC=C(C1)C1=C(C=C(C=C1)Cl)Cl (2s)-2-amino-4-(3-(4-(2,4-dichlorophenyl)thiophen-2-yl)-4,4,4-trifluoro-3-hydroxybutylsulfonimidoyl)butanoic acid